FC=1C=C(CN(C(C(CC)(C)C)=O)O)C=CC1F N-(3,4-difluorobenzyl)-N-hydroxy-2,2-dimethylbutanamide